Ethyl (S)-3-(5-cyclopropyl-4-fluoro-2',4'-dimethyl-6'-(pent-4-en-1-yloxy)-[1,1'-biphenyl]-3-yl)-3-((R)-2-((methylsulfonyl)oxy)pent-4-enamido)propanoate C1(CC1)C=1C(=C(C=C(C1)C1=C(C=C(C=C1OCCCC=C)C)C)[C@H](CC(=O)OCC)NC([C@@H](CC=C)OS(=O)(=O)C)=O)F